ClC1=NCC(C(=C1)C1CC1)=O 2-chloro-4-cyclopropyl-5-oxo-5,6-dihydropyridine